ClC1=CC=C(C=C1)C=1C(NC=C2C=CC(=NC12)SCC)=O 8-(4-chlorophenyl)-2-(ethylsulfanyl)-1,6-naphthyridin-7(6H)-one